C(C)(C)(C)C1=NN(C(=C1)NC(OCC(Cl)(Cl)Cl)=O)C1=CC=C(C=C1)CN(C)C 2,2,2-trichloroethyl (3-(tert-butyl)-1-(4-((dimethylamino)methyl)phenyl)-1H-pyrazol-5-yl)carbamate